C(C)(C)(C)OC(=O)N1CC(=CCC1)C1=NC(=CC=C1)CO 6-(hydroxymethyl)-5',6'-dihydro-[2,3'-bipyridine]-1'(2'H)-carboxylic acid tert-butyl ester